piperidin-3-nicotinate N1CC(CCC1)C1=CC=NC=C1C(=O)[O-]